CN(CCN(C1=C(C=C(C(=C1)OC)NC1=NC=NC(=C1)N1OCC[C@@H]1C1=CC(=CC=C1)C=1C=NC=2N(C1)N=CC2)NC(C=C)=O)C)C (R)-N-(2-((2-(dimethylamino)ethyl)(methyl)amino)-4-methoxy-5-((6-(3-(3-(pyrazolo[1,5-a]pyrimidin-6-yl)phenyl)isoxazolidin-2-yl)pyrimidin-4-yl)amino)phenyl)acrylamide